C(C1=CC=CC=C1)N1CCN(CC1)C=1C=CC(=NC1)NC1=NC=C(C(=N1)C1=C(N=C(S1)NC)C)C#N 2-((5-(4-benzylpiperazin-1-yl)pyridin-2-yl)amino)-4-(4-methyl-2-(methylamino)thiazol-5-yl)pyrimidine-5-carbonitrile